tert-Butyl (2S)-2-methyl-4-oxopiperidine-1-carboxylate C[C@@H]1N(CCC(C1)=O)C(=O)OC(C)(C)C